BrC1=C(C=C(C=C1CC)C)CC 2-bromo-1,3-diethyl-5-methyl-benzene